tri(isopropyl propionylacetate) iron [Fe+3].C(C)(C)C(C(=O)[O-])C(CC)=O.C(C)(C)C(C(=O)[O-])C(CC)=O.C(C)(C)C(C(=O)[O-])C(CC)=O